C(#C)C=1C=CC(=NC1)OC 5-ethynyl-2-methoxypyridine